4-(3-methyl-8-(1-methyl-1H-pyrazol-4-yl)-3H-pyrrolo[2,3-c]isoquinolin-1-yl)cyclohexan-1-ol CN1C=C(C2=C1N=CC=1C=CC(=CC21)C=2C=NN(C2)C)C2CCC(CC2)O